ClC=1C=CC2=C(O[C@@H](CO2)COC2=CC=C(C=C2)[C@H](CC(=O)OC)C#CC)C1 methyl (S)-3-(4-(((R)-7-chloro-2,3-dihydrobenzo[b][1,4]dioxin-2-yl) methoxy) phenyl)-4-hexynoate